1-(21Z,24Z,27Z,30Z-hexatriacontatetraenoyl)-2-(5Z,8Z,11Z,14Z-eicosatetraenoyl)-glycero-3-phosphocholine C(C=CC=CC=CC=CCCCCCCCCCCCCCCCCCCCCCCCCCCC)(=O)OCC(OC(C=C\C=C/C=C\C=C/CCCCCCCCCCC)=O)COP(=O)([O-])OCC[N+](C)(C)C